N2-(7-(2,6-dimethylmorpholino)isoquinolin-3-yl)spiro[3.3]heptane-2,6-diamine CC1OC(CN(C1)C1=CC=C2C=C(N=CC2=C1)NC1CC2(C1)CC(C2)N)C